C(O)(O)=O.C1(=CC=CC=C1)OC=1C(C(=O)O)=CC=CC1.C1(=CC=CC=C1)OC=1C(C(=O)O)=CC=CC1 di-(phenyl salicylate) carbonate